[C@@H](C)(CC)OC1=NN(C=C1)C 3-((R)-sec-butoxy)-1-methyl-1H-pyrazol